FC1=C(C=CC(=C1)C1C(COC2=CC(=CC=C12)O)C1=CC(=CC=C1)OC)N1CCC(CC1)CN(CC#CC=1C=C2CN(C(C2=CC1)=O)C1C(NC(CC1)=O)=O)C 3-(5-(3-(((1-(2-fluoro-4-(7-hydroxy-3-(3-methoxyphenyl)chroman-4-yl)phenyl)piperidin-4-yl)methyl)(methyl)amino)prop-1-yn-1-yl)-1-oxoisoindolin-2-yl)piperidine-2,6-dione